Dioctylcyclohexane-1,4-dicarboxylate C(CCCCCCC)OC(=O)C1CCC(CC1)C(=O)OCCCCCCCC